N3-Methyl-N5-((1S,2S)-2-methylcyclopropyl)-1-(1-(1-tosyl-1H-pyrrolo[2,3-b]pyridin-4-yl)ethyl)-1H-pyrazole-3,5-dicarboxamide CNC(=O)C1=NN(C(=C1)C(=O)N[C@@H]1[C@H](C1)C)C(C)C1=C2C(=NC=C1)N(C=C2)S(=O)(=O)C2=CC=C(C)C=C2